NC1=NC2=C(C=CC=C2C(=N1)C(=O)NC(C1=NC(=CC=C1)N1CCN(CC1)C1=CC=C(C=C1)OCCOC)([2H])[2H])OC 2-amino-N-[dideuterio-[6-[4-[4-(2-methoxyethoxy)phenyl]piperazin-1-yl]-2-pyridyl]methyl]-8-methoxy-quinazoline-4-carboxamide